(2S,3R)-3-((2-aminopyridin-4-yl)methyl)-N2-(1-methyl-1H-imidazol-4-yl)-N1-((R)-1-(3-chlorophenyl)propyl)-N2-methyl-4-oxoazetidine-1,2-dicarboxamide NC1=NC=CC(=C1)C[C@@H]1[C@H](N(C1=O)C(=O)N[C@H](CC)C1=CC(=CC=C1)Cl)C(=O)N(C)C=1N=CN(C1)C